5-(5-((7-Ethyl-6-oxo-5,6-dihydro-1,5-naphthyridin-3-yl)methyl)-2,5-diazabicyclo[2.2.1]heptane-2-yl)-N-methylpyridineamide C(C)C=1C(NC=2C=C(C=NC2C1)CN1C2CN(C(C1)C2)C=2C=CC(=NC2)C(=O)NC)=O